IC=1C(=NN(C1C)C1CC2(CN(C2)C(=O)OC(C)(C)C)C1)N1C2(CCC2)CN(CC1)C1COC1 tert-butyl 6-(4-iodo-5-methyl-3-(8-(oxetan-3-yl)-5,8-diazaspiro[3.5]nonan-5-yl)-1H-pyrazol-1-yl)-2-azaspiro[3.3]heptane-2-carboxylate